NC1=CC=C(C=C1)C1=NN(C2=NC=NC(=C21)N)C2COCC2 3-(4-aminophenyl)-1-(tetrahydrofuran-3-yl)-1H-pyrazolo[3,4-d]pyrimidin-4-ylamine